C1NCCC12CCN(CC2)C2=C(C(N(C1=CC(=CC=C21)N2CCN(CC2)C)C)=O)C#N 4-(2,8-diazaspiro[4.5]decan-8-yl)-1-methyl-7-(4-methylpiperazin-1-yl)-2-oxo-1,2-dihydroquinoline-3-carbonitrile